OC(COC1=C(C=C(C=C1C)C=1C(CC(NN1)=O)C)C)C 6-[4-(2-Hydroxypropoxy)-3,5-dimethylphenyl]-5-methyl-4,5-dihydro-2H-pyridazin-3-one